(R)-2-(3-(5-(3-Hydroxy-1-methyl-2-oxopyrrolidin-3-yl)isoxazol-3-yl)phenyl)-5,6,7,8-tetrahydroquinazoline-4-carboxamide O[C@@]1(C(N(CC1)C)=O)C1=CC(=NO1)C=1C=C(C=CC1)C1=NC=2CCCCC2C(=N1)C(=O)N